1-[2-(2,4-dichlorophenyl)ethyl]-3-[2-(3,4-dihydroxyphenyl)ethyl]thiourea ClC1=C(C=CC(=C1)Cl)CCNC(=S)NCCC1=CC(=C(C=C1)O)O